OCCCCCC(=O)O ε-hydroxy-caproic acid